The molecule is the all-cis-isomer of a C22 polyunsaturated fatty acid having five double bonds in the 7-, 10-, 13-, 16- and 19-positions. It has a role as a human metabolite and an algal metabolite. It is a docosapentaenoic acid and an omega-3 fatty acid. It is a conjugate acid of a (7Z,10Z,13Z,16Z,19Z)-docosapentaenoate. CC/C=C\\C/C=C\\C/C=C\\C/C=C\\C/C=C\\CCCCCC(=O)O